2H-1,4-benzoxazin-2-one O1C(C=NC2=C1C=CC=C2)=O